C(C)OC(NC1=C(C(=CC=C1)F)C#N)=O (2-Cyano-3-fluorophenyl)carbamic acid ethyl ester